2-bromo-7-chloro-5H-isochromeno[3,4-d]thiazole BrC=1SC2=C(N1)OCC=1C=C(C=CC12)Cl